Trisjuglone C1=CC2=C(C(=C1)O)C(=O)C3=C4C(=C5C(=C3C2=O)C(=O)C6=C(C5=O)C=CC=C6O)C(=O)C7=C(C4=O)C=CC=C7O